N[C@@H](C)C(=O)[NH-] alanyl-amide